(((3s,5s)-1-oxadispiro[2.2.26.23]decan-5-yl)methyl)-1H-benzo[d]imidazole-6-carbonitrile O1C[C@]12C[C@@H](C1(CC1)CC2)CN2C=NC1=C2C=C(C=C1)C#N